BrCC(=O)C1=CC=C(C#N)C=C1 4-(2-Bromoacetyl)benzonitrile